NC[C@@H](C)NC(=O)C1=CC2=CC=CC(=C2C=C1)C1=CC=C(C=C1)C(F)(F)F (R)-N-(1-aminopropane-2-yl)-5-(4-(trifluoromethyl)phenyl)-2-naphthamide